C(#N)C1=CC=C(C=C1)C(OC1=CC=C(C(=O)NCCN2CCOCC2)C=C1)C(NC=1SC2=C(N1)C=C(C(=C2)OC)OC)=O 4-[(4-Cyano-phenyl)-(5,6-dimethoxy-benzothiazol-2-ylcarbamoyl)-methoxy]-N-(2-morpholin-4-yl-ethyl)-benzamide